C(=O)(OC(C)(C)C)N1C(=CC(=C1)NCC1=CC(=CC(=C1)OC)OC)COCC1=CC=CC=C1 1-(Boc)-(4S)-2-((benzyloxy)methyl)-4-((3,5-dimethoxybenzyl)amino)pyrrole